C12CNCC(CC1)N2C=2SC1=C(N2)C=CC(=C1)C(=O)NC1CCCC1 2-(3,8-diazabicyclo-[3.2.1]octan-8-yl)-N-cyclopentylbenzo[d]-thiazole-6-carboxamide